5-((6-(4-(6-Bromoquinoxalin-2-yl)-1H-pyrazol-1-yl)hexyl)amino)-2-(2,6-dioxopiperidin-3-yl)isoindoline-1,3-dione BrC=1C=C2N=CC(=NC2=CC1)C=1C=NN(C1)CCCCCCNC=1C=C2C(N(C(C2=CC1)=O)C1C(NC(CC1)=O)=O)=O